methyl 5-((tert-butyldimethylsilyl)oxy)-2-fluoronicotinate [Si](C)(C)(C(C)(C)C)OC=1C=NC(=C(C(=O)OC)C1)F